1-(3-(3,6-difluoro-9H-carbazol-9-yl)-2-hydroxy-2-methylpropyl)-5-ethylpyrrolidin-2-one FC=1C=CC=2N(C3=CC=C(C=C3C2C1)F)CC(CN1C(CCC1CC)=O)(C)O